3-((bicyclo[2.2.2]octan-2-yl)methylureido)-2-(2,6-dichlorobenzamido)propanoic acid C12C(CC(CC1)CC2)CNC(NCC(C(=O)O)NC(C2=C(C=CC=C2Cl)Cl)=O)=O